CC1=CC(=NC(=N1)NS(=O)(=O)C2=CC=C(C=C2)N)C 4-amino-N-(4,6-dimethylpyrimidin-2-yl)benzenesulfonamide